[Na].[Mn].[Ti] titanium-manganese sodium